C(CCCC=C)(=O)N1C(CCCCC1)=O 1-(hex-5-enoyl)azepan-2-one